(2S,4R)-1-[(2S)-3,3-dimethyl-2-[4-[(5-oxo-1,4-oxazepan-4-yl)methyl]triazol-1-yl]butanoyl]-4-hydroxy-N-methyl-pyrrolidine-2-carboxamide CC([C@@H](C(=O)N1[C@@H](C[C@H](C1)O)C(=O)NC)N1N=NC(=C1)CN1CCOCCC1=O)(C)C